1-(oxetan-3-yl)-4-(2-(6-(trifluoromethyl)imidazo[1,2-a]pyridin-3-yl)pyrimidin-4-yl)piperazine-2-carboxamide tert-butyl-(s)-3-methylpiperazine-1-carboxylate C(C)(C)(C)OC(=O)N1C[C@@H](NCC1)C.O1CC(C1)N1C(CN(CC1)C1=NC(=NC=C1)C1=CN=C2N1C=C(C=C2)C(F)(F)F)C(=O)N